O=C1CC(CN1)C(=O)NCC1=C(C=C(C=C1)NC=1C=NC(=NC1)N1CCC(CC1)C(F)(F)F)C(F)(F)F 5-Oxo-N-(2-(trifluoromethyl)-4-((2-(4-(trifluoromethyl)piperidin-1-yl)pyrimidin-5-yl)amino)benzyl)pyrrolidine-3-carboxamide